yttrium bromide hydrate O.[Br-].[Y+3].[Br-].[Br-]